silver thiosulfite S(=S)([O-])[O-].[Ag+].[Ag+]